C1(CCCC1)N1C=C2C(=NN=C(C2=CC1=O)C)NC(C)C1=CC(=CC=C1)C(F)(F)F 6-cyclopentyl-1-methyl-4-[1-[3-(trifluoromethyl)-phenyl]ethylamino]pyrido[3,4-d]pyridazin-7-one